C1(CCCC1)N[C@@H](COC1=NC(=NC(=C1)C1=C(C=CC=C1C)C)NS(=O)(=O)C=1C=C(C(=O)O)C=CC1)CC(C)C 3-[[4-[(2R)-2-(cyclopentylamino)-4-methyl-pentoxy]-6-(2,6-dimethylphenyl)pyrimidin-2-yl]sulfamoyl]benzoic acid